2-(2-isopropylphenyl)-7,8-dihydro-6H-pyrimido[5,4-b][1,4]oxazine C(C)(C)C1=C(C=CC=C1)C=1N=CC=2OCCNC2N1